N1C=CC=2C1=NC=CC2N2N=C(C=C2)C=2C=C(N)C=CC2 3-[1-(1H-pyrrolo[2,3-b]pyridin-4-yl)-1H-pyrazol-3-yl]aniline